ethyl 3-(3,4-dimethylphenyl)-3-((diphenylmethylene) amino)-3-phenylpropionate CC=1C=C(C=CC1C)C(CC(=O)OCC)(C1=CC=CC=C1)N=C(C1=CC=CC=C1)C1=CC=CC=C1